1-azetanecarboxylate N1(CCC1)C(=O)[O-]